1,1-difluoro-1-(4-fluorophenyl)-3-nitropropan-2-ol FC(C(C[N+](=O)[O-])O)(C1=CC=C(C=C1)F)F